BrC1=NC(=NC(=C1)OC)OC 4-bromo-2,6-dimethoxy-pyrimidine